C1CNC[C@H]1F.Cl (S)-(+)-3-fluoropyrrolidine hydrochloride